ethyl 16-hydroxy-(9Z)-hexadec-9-enoate OCCCCCC\C=C/CCCCCCCC(=O)OCC